C(C)(C)N1N=C(C=C1C1[C@H]2CC(C[C@@H]12)C1OCCCNC1)C1=NC(=CC=C1)C(F)(F)F ((1R,3s,5S,6r)-6-(1-isopropyl-3-(6-(trifluoromethyl)pyridin-2-yl)-1H-pyrazol-5-yl)bicyclo[3.1.0]hexane-3-yl)-1,4-oxaazepane